(1S,2S)-2-ALLYLCYCLOPENTANOL C(C=C)[C@H]1[C@H](CCC1)O